xylaldehyde C1(=C(C(=CC=C1)C)C)C=O